NC=1C2=C(N=C(N1)Cl)N(C=C2Br)[C@H]2[C@@H]([C@@H](C(C2)CNCCCNCCC2=CC=C(C=C2)F)O)O (1R,2S,3R)-3-(4-amino-5-bromo-2-chloro-7H-pyrrolo[2,3-d]pyrimidin-7-yl)-5-(((3-((4-fluorophenethyl)amino)propyl)amino)methyl)cyclopentane-1,2-diol